4-HYDROXY-3-ISOPROPYLBENZALDEHYDE OC1=C(C=C(C=O)C=C1)C(C)C